2-[6-(4-Ethyl-phenyl)-pyridin-3-yl]-N-(3-fluoro-benzyl)-acetamide C(C)C1=CC=C(C=C1)C1=CC=C(C=N1)CC(=O)NCC1=CC(=CC=C1)F